2-((2'-ethoxy-[2,3'-bipyridine]-3-yl)methoxy)-6-hydroxybenzaldehyde C(C)OC1=NC=CC=C1C1=NC=CC=C1COC1=C(C=O)C(=CC=C1)O